2-[(10S)-12-[1-(4-piperidyl)-4-piperidyl]-1,5,6,8,12-pentazatricyclo[8.4.0.02,7]tetradeca-2,4,6-trien-4-yl]phenol N1CCC(CC1)N1CCC(CC1)N1C[C@@H]2CNC3=NN=C(C=C3N2CC1)C1=C(C=CC=C1)O